Cl.CC1=C2C(=NC=3CCCCC13)CNC2 9-Methyl-2,3,5,6,7,8-hexahydro-1H-pyrrolo[3,4-b]quinoline hydrochloride